C(C1=CC=CC=C1)OC=1C=C2CC[C@@H]([C@@H](C2=CC1)C1=C(C=C(C=C1)N1CCC2(CC(CO2)C(OC)OC)CC1)OC)C1=CC=CC=C1 8-[4-[(1S,2S)-6-benzyloxy-2-phenyl-tetralin-1-yl]-3-methoxy-phenyl]-3-(dimethoxymethyl)-1-oxa-8-azaspiro[4.5]decane